C(C)OC(=O)C1C(NC2=C(C(=N1)C1=C(C=CC=C1)F)C=C(C=C2)Cl)=O ethyl-[7-chloro-5-(2-fluorophenyl)-2,3-dihydro-2-oxo-1H-1,4-benzodiazepin-3-carboxylate]